2-(4-chloro-2,3-dihydro-1H-inden-2-yl)ethanol ClC1=C2CC(CC2=CC=C1)CCO